FC=1C=C(C=C2C=NNC12)C#CC1=NC(=NC=C1)C1=NC(=NC=C1)N1CC2=CC=C(C=C2C1)C(F)F 7-fluoro-5-((2'-(5-(difluoromethyl)isoindolin-2-yl)-[2,4'-bipyrimidinyl]-4-yl)ethynyl)-1H-indazole